(2-chloro-7,8-dihydro-[1,4]dioxino[2',3':3,4]benzo[1,2-d]thiazol-4-yl)(1-(trifluoromethyl)cyclopropyl)methanol ClC=1SC2=C(N1)C(=CC1=C2OCCO1)C(O)C1(CC1)C(F)(F)F